CC=1C=C(C=NC1)CN1C(NC=2C1=NC=CC2)=O (5-methyl-3-pyridyl)methyl-3H-imidazo[4,5-b]pyridin-2-one